(2-(allyloxy)-2,2-diphenylethyl)pentafluoro-λ6-sulphane C(C=C)OC(CS(F)(F)(F)(F)F)(C1=CC=CC=C1)C1=CC=CC=C1